1-[6-amino-5-(2,3-dichlorophenyl)imidazo[1,5-a]pyrazin-8-yl]-4-methylpiperidin-4-amine NC=1N=C(C=2N(C1C1=C(C(=CC=C1)Cl)Cl)C=NC2)N2CCC(CC2)(N)C